C1CCC12CCCC2 spiro[3.4]Octane